benzylpiperidine-4-carboxamide C(C1=CC=CC=C1)N1CCC(CC1)C(=O)N